N[C@@H](C(=O)N[C@@H](C(=O)N[C@@H](C(=O)NCCNC(=O)C1=C(C(=C(S1)NC(C(CC)C1=CC=C(C=C1)F)=O)C(=O)OC)C)C(C)C)C(C)C)C(C)C methyl 5-((2-((R)-2-((R)-2-((R)-2-amino-3-methylbutanamido)-3-methylbutanamido)-3-methylbutanamido)ethyl)carbamoyl)-2-(2-(4-fluorophenyl)butanamido)-4-methylthiophene-3-carboxylate